4-(6-(2-(3-methylbenzylidene)hydrazinyl)-9-(2-(pyridin-3-yl)ethyl)-9H-purin-2-yl)Morpholine CC=1C=C(C=NNC2=C3N=CN(C3=NC(=N2)N2CCOCC2)CCC=2C=NC=CC2)C=CC1